O1CCOCC1 R-1,4-dioxane